C(C)C(COC(CCCCC(=O)OCC(CCCC)CC)=O)CCCC adipic acid-bis-(2-ethylhexyl) ester